4-(2-(methylcarbamoyl)-1H-indol-4-yl)cyclohexane-1-carboxylic acid CNC(=O)C=1NC2=CC=CC(=C2C1)C1CCC(CC1)C(=O)O